(S)-N-(5-(2-amino-[1,2,4]triazolo[1,5-a]pyridin-6-yl)-2-methylpyridin-3-yl)-3-(3-fluoro-5-(trifluoromethyl)phenyl)isoxazolidine-2-carboxamide NC1=NN2C(C=CC(=C2)C=2C=C(C(=NC2)C)NC(=O)N2OCC[C@H]2C2=CC(=CC(=C2)C(F)(F)F)F)=N1